tert-butyl ((1S,3R)-3-((3-methyl-3H-imidazo[4,5-c]pyridin-4-yl)amino)cyclohexyl)carbamate CN1C=NC2=C1C(=NC=C2)N[C@H]2C[C@H](CCC2)NC(OC(C)(C)C)=O